(E)-10H-phenothiazine-3-formaldoxime C1=CC(=CC=2SC3=CC=CC=C3NC12)\C=N\O